C[N+](CCCS(=O)(=O)[O-])(CCOC(C(=C)C)=O)C Dimethyl(2-methacryloyloxyethyl)(3-sulfonatopropyl)aminium